ClC1=CC=C(C=C1)[C@@]1(N(C(C2=CC(=CC=C12)C(COCCO)(C)O)=O)CC1=NC=C(C=C1)Cl)OC (3R)-3-(4-Chlorophenyl)-2-[(5-chloropyridin-2-yl)methyl]-6-[2-hydroxy-1-(2-hydroxyethoxy)propan-2-yl]-3-methoxy-2,3-dihydro-1H-isoindol-1-on